1-(3-fluorobicyclo[1.1.1]pentan-1-yl)-N-((2-((4-(5-(piperidin-1-yl)pyridin-3-yl)-1H-1,2,3-triazol-1-yl)methyl)imidazo[1,2-a]pyridin-6-yl)methyl)methylamine FC12CC(C1)(C2)CNCC=2C=CC=1N(C2)C=C(N1)CN1N=NC(=C1)C=1C=NC=C(C1)N1CCCCC1